tert-butyl (R)-3,4-dichloro-1-((R)-2-methylmorpholino)-12-oxo-6a,7,9,10-tetrahydro-12H-pyrazino[2,1-c]pyrido[3,4-f][1,4]oxazepine-8(6H)-carboxylate ClC1=C(C2=C(C(N3[C@@H](CO2)CN(CC3)C(=O)OC(C)(C)C)=O)C(=N1)N1C[C@H](OCC1)C)Cl